NC=1N=C(SC1C(C1=CC=C(C=C1)OCC(=O)N1CCN(CC1)C)=O)N(C1=CC=C(C=C1)F)C(C(=O)N)C (N-[4-Amino-5-[4-[2-(4-methylpiperazin-1-yl)-2-oxoethoxy]benzoyl]thiazol-2-yl]-4-fluoroanilino)propanamid